COC(CCCC\C=C/C#CC=C)OC 11,11-dimethoxy-(5Z)-1,5-undecadiene-3-yne